C(#C)C1=CC(=C(C=N1)C1=C(C2=C(N=CN=C2C)N1C)C1=NC=C(C=C1F)OC1=NC=CC(=N1)C)OC 6-(6-ethynyl-4-methoxypyridin-3-yl)-5-(3-fluoro-5-((4-methylpyrimidin-2-yl)oxy)pyridin-2-yl)-4,7-dimethyl-7H-pyrrolo[2,3-d]pyrimidine